1,4-difluoro-indane-2-carboxylate FC1C(CC2=C(C=CC=C12)F)C(=O)[O-]